2-(4-hydroxypiperazin-1-yl)ethan-1-one ON1CCN(CC1)CC=O